N=1SN=C2N=CC(=CC21)C2=CC(=C(N)C=C2Cl)F 4-([1,2,5]thiadiazolo[3,4-b]pyridin-6-yl)-5-chloro-2-fluoroaniline